C1(CC1)C=1N=CC2=C3C(=CC(=C2C1)S(NCC(C)C)(=O)=O)[C@@H](C[C@H]3NC3=CC=NC1=CC=CC=C31)NC(=O)C=3C=NC=CC3 |r| N-[trans-(7RS,9RS)-3-cyclopropyl-5-(2-methylpropylsulfamoyl)-9-(quinolin-4-ylamino)-8,9-dihydro-7H-cyclopenta[h]isoquinolin-7-yl]pyridine-3-carboxamide